8,8-dimethyl-2-(4-methylpyrimidine-2-carbonyl)-7-oxo-2-azaspiro[3.5]non-5-ene-6-carbonitrile CC1(C(C(=CC2(CN(C2)C(=O)C2=NC=CC(=N2)C)C1)C#N)=O)C